7-[2-[(2R)-3-(3,4-Dihydro-1H-isochinolin-2-yl)-2-hydroxy-propyl]-1-oxo-3,4-dihydroisochinolin-6-yl]-5,6,8,8a-tetrahydro-1H-oxazolo[3,4-a]pyrazin-3-on C1N(CCC2=CC=CC=C12)C[C@H](CN1C(C2=CC=C(C=C2CC1)N1CC2N(CC1)C(OC2)=O)=O)O